CC(=CC(=O)OC1=C(C=C(C=C1[N+](=O)[O-])[N+](=O)[O-])C(C)CC)C 2-(butan-2-yl)-4,6-dinitrophenyl 3-methylbut-2-enoate